4-(1,1-difluoroethyl)-1-methyl-1H-benzo[d]imidazole-6-carboxylic acid FC(C)(F)C1=CC(=CC=2N(C=NC21)C)C(=O)O